FC1=C(C=CC=C1)NC(C(=O)N1[C@@H]([C@@H]2[C@H](C1)CCC2)C(=O)N[C@H](C=O)C[C@H]2C(NCC2)=O)=O (1S,3aR,6aS)-2-(2-((2-fluorophenyl)amino)-2-oxoacetyl)-N-((S)-1-oxo-3-((S)-2-oxopyrrolidin-3-yl)propan-2-yl)octahydrocyclopenta[c]pyrrole-1-carboxamide